methyl 4-bromo-3-hydroxy-1H-pyrrole-2-carboxylate BrC=1C(=C(NC1)C(=O)OC)O